2,2-dimethylpropyl bromoformate BrC(=O)OCC(C)(C)C